N-(2-((2-(ethylamino)ethyl)amino)-4-fluorophenyl)-1H-indazole-4-carboxamide C(C)NCCNC1=C(C=CC(=C1)F)NC(=O)C=1C=2C=NNC2C=CC1